COC1=CN=C(C=2NC3=C(C=CC=C3C21)OC)C=O 4,8-dimethoxy-9H-pyrido[3,4-b]indole-1-carbaldehyde